C(#N)C=1C2=C(SC1NC(OC(C)(C)C)=O)C=CC(=C2C=2C1=C(C=3C(=NC(=NC3C2F)SCC)O)COC1)F tert-Butyl (3-cyano-4-(3-(ethylthio)-5-fluoro-1-hydroxy-7,9-dihydrofuro[3,4-f]quinazolin-6-yl)-5-fluorobenzo[b]thiophen-2-yl)carbamate